O1COC2=C1C=CC=C2CCNC(=S)NCCCC 1-(2-(benzo[d][1,3]dioxol-4-yl)ethyl)-3-butylthiourea